1,2-dicarbazolyl-4,5-bis(diphenylphosphino)benzene C1(=CC=CC=2C3=CC=CC=C3NC12)C1=C(C=C(C(=C1)P(C1=CC=CC=C1)C1=CC=CC=C1)P(C1=CC=CC=C1)C1=CC=CC=C1)C1=CC=CC=2C3=CC=CC=C3NC12